COCCOC=1C=C(C=CC1)C1=NNC(O1)=O 5-(3-(2-methoxyethoxy)phenyl)-1,3,4-oxadiazol-2(3H)-one